COC=1C(NC2=CC=CC=C2C1)=O 3-methoxy-2-oxo-1H-quinoline